NC1=C2C(=C3C(=N1)C=C(N3)C(=O)N(CC3=NC=CC=N3)CC3=NC=C(C=C3F)C(F)(F)F)COC2 5-amino-N-((3-fluoro-5-(trifluoromethyl)pyridin-2-yl)methyl)-N-(pyrimidin-2-ylmethyl)-6,8-dihydro-1H-furo[3,4-d]pyrrolo[3,2-b]pyridine-2-carboxamide